6-(4-chlorophenyl)-2-(1-methyl-1H-pyrazol-4-yl)-3-oxo-N-[(2R)-1,1,1-trifluoro-3-hydroxypropan-2-yl]-2,3-dihydropyridazine ClC1=CC=C(C=C1)C1=CCC(N(N1[C@@H](C(F)(F)F)CO)C=1C=NN(C1)C)=O